CN1C(=NC=C1C)C=1CCN(CC1)CC1=CN=C2C=C(C(NC2=C1)=O)CC 7-((4-(1,5-dimethyl-1H-imidazol-2-yl)-3,6-dihydropyridin-1(2H)-yl)methyl)-3-ethyl-1,5-naphthyridin-2(1H)-one